ClC=1C=C(C=CC1F)C1=C(C=C2C(NC(N3C2=C1SC[C@H](C3)OCCN(C)C)=O)=O)C(F)(F)F (S)-11-(3-chloro-4-fluorophenyl)-3-(2-(dimethylamino)ethoxy)-10-(trifluoromethyl)-3,4-dihydro-2H,6H-[1,4]thiazepino[2,3,4-ij]quinazoline-6,8(7H)-dione